5-isopropyl-2,4-bis((4-methoxybenzyl)oxy)benzaldehyde C(C)(C)C=1C(=CC(=C(C=O)C1)OCC1=CC=C(C=C1)OC)OCC1=CC=C(C=C1)OC